IC=1C=C(C2=C(CCO2)C1C(C(C)O)O)C1=CC=C(C=C1)OC(F)(F)F 1-(5-iodo-7-(4-(trifluoromethoxy)phenyl)-2,3-dihydrobenzofuran-4-yl)propane-1,2-diol